C1(=CC=CC=C1)C=1C=C(C(=O)OC(C2=CC(=CC=C2)C2=CC=CC=C2)=O)C=CC1 3-phenylbenzoic anhydride